NC=1C=C(C=CC1[N+](=O)[O-])N1CCN(CC1)CCNCC1CCN(CC1)C=1C=C2C(N(C(C2=CC1)=O)C1C(NC(CC1)=O)=O)=O 5-(4-(((2-(4-(3-amino-4-nitrophenyl)piperazin-1-yl)ethyl)amino)methyl)piperidin-1-yl)-2-(2,6-dioxopiperidin-3-yl)isoindoline-1,3-dione